BrC1=C(C(=NC(=C1)Cl)OCCO[Si](C)(C)C(C)(C)C)OCC1=CC=C(C=C1)OC 4-bromo-2-(2-((tert-butyldimethylsilyl)oxy)ethoxy)-6-chloro-3-((4-methoxybenzyl)oxy)pyridine